4-chloro-5-methyl-1-(tetrahydro-2H-pyran-2-yl)-1H-pyrazole-3-carboxylic acid ethyl ester C(C)OC(=O)C1=NN(C(=C1Cl)C)C1OCCCC1